1-(10-(9H-fluoren-9-yl)-5,8-dioxo-2,9-dioxa-4,7-diazadecyl)cyclobutane-1-carboxylic acid benzyl ester C(C1=CC=CC=C1)OC(=O)C1(CCC1)COCNC(CNC(OCC1C2=CC=CC=C2C=2C=CC=CC12)=O)=O